methyl 9-bromo-8-hydroxy-2-(3-iodophenyl)-2-methylnonanoate BrCC(CCCCCC(C(=O)OC)(C)C1=CC(=CC=C1)I)O